COC(=O)[C@@H]1[C@H]2CN([C@@H](C1)C2)C(=O)OC(C)(C)C (1R,4S,5S)-2-azabicyclo[2.2.1]heptane-2,5-dicarboxylic acid 2-tert-butyl 5-methyl ester